3-{4-[7-(4-cyano-3-trifluoromethylphenyl)-8-oxo-6-thioxo-5,7-diazaspiro[3.4]oct-5-yl]-phenyl}-propionic acid methyl ester COC(CCC1=CC=C(C=C1)N1C2(CCC2)C(N(C1=S)C1=CC(=C(C=C1)C#N)C(F)(F)F)=O)=O